bis(5-dimethylaminocarbonyloxy-4-fluoro-2-methylphenyl) hexasulfide CN(C(=O)OC=1C(=CC(=C(C1)SSSSSSC1=C(C=C(C(=C1)OC(=O)N(C)C)F)C)C)F)C